C(C)(C)(C)C=1N(C=CN1)CC1=C(C=C(C=C1)C1=C(C=CC(=C1)CC(C)C)S(=O)(=O)NC(OC)=O)F methyl ((4'-((2-(tert-butyl)-1H-imidazol-1-yl)methyl)-3'-fluoro-5-isobutyl-[1,1'-bi-phenyl]-2-yl)sulfonyl)carbamate